CCCCCCC(=O)C OCTANONE